3-(4-((3-(1,1-difluoroethyl)phenyl)carbamoyl)-3-methyl-5-oxo-4,5-dihydro-1H-pyrazol-1-yl)benzoic acid isopropyl ester C(C)(C)OC(C1=CC(=CC=C1)N1N=C(C(C1=O)C(NC1=CC(=CC=C1)C(C)(F)F)=O)C)=O